molybdenum 3,5-di-tert-butylsalicylate C(C)(C)(C)C1=C(C(C(=O)[O-])=CC(=C1)C(C)(C)C)O.[Mo+4].C(C)(C)(C)C1=C(C(C(=O)[O-])=CC(=C1)C(C)(C)C)O.C(C)(C)(C)C1=C(C(C(=O)[O-])=CC(=C1)C(C)(C)C)O.C(C)(C)(C)C1=C(C(C(=O)[O-])=CC(=C1)C(C)(C)C)O